S(=O)(=O)(ON1C2C=C(CN(C1=O)C2)N2N=NC(=C2)CO)[O-].[Na+] sodium [3-[4-(hydroxymethyl)triazol-1-yl]-7-oxo-1,6-diazabicyclo[3.2.1]oct-3-en-6-yl] sulfate